C(C)(=O)C1=C(C(=NC=C1C(F)(F)F)C1=C(C=C(C=C1)F)F)C1=C(C=C(C=C1)F)F acetyl-bis(2,4-difluorophenyl)-5-trifluoromethylpyridine